1-(3-(3-bromo-2-chlorophenoxy)propyl)azetidin-3-ol Propan-2,2-diylbis[4,1-phenylenoxy(2-hydroxypropan-3,1-diyl)]bis(2-methylprop-2-enoat) CC(C)(C1=CC=C(C=C1)OCC(CC=C(C(=O)O)C)O)C1=CC=C(C=C1)OCC(CC=C(C(=O)O)C)O.BrC=1C(=C(OCCCN2CC(C2)O)C=CC1)Cl